2-bromo-N-(5-(3-(2-(2,2-dimethylpyrrolidin-1-yl)ethyl)ureido)-2-methylpyridin-3-yl)pyrazolo[5,1-b]thiazole-7-carboxamide BrC1=CN2C(S1)=C(C=N2)C(=O)NC=2C(=NC=C(C2)NC(=O)NCCN2C(CCC2)(C)C)C